(2S)-5-[6-(difluoromethyl)-5-methyl-3-pyridyl]-9-fluoro-2-methyl-spiro[2H-1,4-benzoxazepine-3,1-cyclopropane] FC(C1=C(C=C(C=N1)C1=NC2(CC2)[C@@H](OC2=C1C=CC=C2F)C)C)F